N1(CCCCCC1)C=1N=C(C2=C(C=NNC2=O)N1)NC1=CC=C(OC[C@H]2OCCOC2)C=C1 (2R,5S)-5-((4-((2-(Azepan-1-yl)-5-oxo-5,6-dihydropyrimido[4,5-d]pyridazin-4-yl)amino)phenoxy)methyl)-1,4-dioxan